NC1=C(SC=2N=C(N=CC21)C)C(=O)NC2CC=1C=C(C(=NC1CC2)N2CC(C(C2)OC(COC)C)N)F 5-amino-N-(2-{3-amino-4-[(1-methoxypropan-2-yl)oxy]pyrrolidin-1-yl}-3-fluoro-5,6,7,8-tetrahydroquinolin-6-yl)-2-methylthieno[2,3-d]pyrimidine-6-carboxamide